(R)-2-chloro-N-(5-chloro-6-((S)-2-hydroxypropoxy)pyridin-3-yl)-8-methyl-8-(trifluoromethyl)-7,8-dihydro-6H-pyrazolo[1,5-a]pyrrolo[2,3-e]pyrimidine-6-carboxamide ClC1=NN2C(N=CC3=C2[C@@](CN3C(=O)NC=3C=NC(=C(C3)Cl)OC[C@H](C)O)(C(F)(F)F)C)=C1